methyl 2-(3-hydroxy-2-nitro-phenoxy)acetate OC=1C(=C(OCC(=O)OC)C=CC1)[N+](=O)[O-]